1-[7-(2,4-dimethyl-6-triisopropylsilyloxy-phenyl)-1,8-naphthyridin-2-yl]-2-methyl-propan-2-ol CC1=C(C(=CC(=C1)C)O[Si](C(C)C)(C(C)C)C(C)C)C1=CC=C2C=CC(=NC2=N1)CC(C)(O)C